tert-butyl 4-[[4-[8-chloro-7-[(2-methyl-3H-benzimidazol-5-yl)oxy]quinoxalin-2-yl]pyrazol-1-yl]methyl]piperidine-1-carboxylate ClC=1C(=CC=C2N=CC(=NC12)C=1C=NN(C1)CC1CCN(CC1)C(=O)OC(C)(C)C)OC1=CC2=C(N=C(N2)C)C=C1